(2R)-2-[6-[(2-chloro-4-pyridyl)methylamino]-2-prop-1-ynyl-purin-9-yl]tetrahydrothiophene-3,4-diol ClC1=NC=CC(=C1)CNC1=C2N=CN(C2=NC(=N1)C#CC)[C@@H]1SCC(C1O)O